COCO[C@H]1[C@@H](NC1)C(=O)NC1=CC=C2C(=N1)C=NN2C(=O)OC(C)(C)C tert-Butyl 5-({[(2R,3R)-3-(methoxymethoxy)azetidin-2-yl]carbonyl}amino)-1H-pyrazolo[4,3-b]pyridine-1-carboxylate